FC=1C=C2C=NNC2=CC1C=CC(=O)N 3-(5-fluoro-1H-indazol-6-yl)acrylamide